[N+](=O)([O-])C1=C(N)C=CC(=C1)OC 2-nitro-4-methoxylaniline